C(CCCCC)C(C(=O)N1[C@@H](CCC1)C(=O)OCCCCCCBr)CCCCCCCC 6-Bromohexyl (2-hexyldecanoyl)prolinate